FC1=C(C(=CC=C1)F)C1=CC=CC2=C1C(=NO2)N2C(N1[C@H](C2)C[C@@H](C1)NS(=O)(=O)COC)=O N-{(6S,7aS)-2-[4-(2,6-difluorophenyl)-1,2-benzoxazol-3-yl]-3-oxohexahydro-1H-pyrrolo[1,2-c]imidazol-6-yl}-1-methoxymethanesulfonamide